3-ethyl-N-(3-(4-fluorophenyl)-5-(trifluoromethyl)pyrazolo[1,5-a]pyridin-2-yl)-3-hydroxypentanamide C(C)C(CC(=O)NC1=NN2C(C=C(C=C2)C(F)(F)F)=C1C1=CC=C(C=C1)F)(CC)O